N-alanyl-acrylamide methyl-(2R,3aS,6aS)-2-(((tert-butyldimethylsilyl)oxy)methyl)-3-(methylsulfonamido)hexahydro-1H-furo[3,4-b]pyrrole-1-carboxylate COC(=O)N1[C@H]2[C@@H](C([C@@H]1CO[Si](C)(C)C(C)(C)C)NS(=O)(=O)C)COC2.N[C@@H](C)C(=O)NC(C=C)=O